C(C1=CC=CC=C1)OC1=CC=C(C(=O)NCCC2CCN(CC2)CC=2C=NC=CC2)C=C1 4-(benzyloxy)-N-{2-[1-(pyridin-3-ylmethyl)piperidin-4-yl]ethyl}benzamide